P(=O)(OC(CCCCC)CC)(OC(CCCCC)CC)[O-] di-(ethylhexyl) phosphate